(6'-(5-oxo-4,5-dihydro-1,2,4-oxadiazol-3-yl)-[1,1':3',1''-terphenyl]-4-yl)methyl-1-2-propyl-1H-imidazole-5-carboxylic acid O=C1NC(=NO1)C1=CC=C(C=C1C1=CC=C(C=C1)CC=1N(C(=CN1)C(=O)O)C(C)C)C1=CC=CC=C1